N-(but-3-yn-1-yl)pyrazolo[1,5-a]pyrimidine-2-carboxamide C(CC#C)NC(=O)C1=NN2C(N=CC=C2)=C1